N1N=CC(=C1)C1=CC=C(C=C1)N1C(N(C2(C1)CCNCC2)CC2=CC(=C(C=C2)F)OC)=O 3-(4-(1H-pyrazol-4-yl)phenyl)-1-(4-fluoro-3-methoxybenzyl)-1,3,8-triazaspiro[4.5]decan-2-one